[Cl-].C(=O)(OCC)C=1NC=CN1 carbethoxyimidazole chloride salt